C2-chloro-9H-pyrido[2',3':4,5]pyrrolo[2,3-d]pyrimidine ClC=1N=CC2=C(N1)NC1=C2N=CC=C1